7-(1-methylpiperidin-4-yl)pyrrolo[2,1-f][1,2,4]triazin-4-amine CN1CCC(CC1)C1=CC=C2C(=NC=NN21)N